4-(3-chloro-7-((2R,4R)-2-(1-cyclopropyl-1H-pyrazol-4-yl)tetrahydro-2H-pyran-4-yl)-2-methyl-4-oxo-4H-pyrazino[1,2-a]pyrimidin-9-yl)benzonitrile ClC1=C(N=C2N(C1=O)C=C(N=C2C2=CC=C(C#N)C=C2)[C@H]2C[C@@H](OCC2)C=2C=NN(C2)C2CC2)C